benzyl 6-(3-fluoro-4-oxo-5H-thieno[2,3-d]pyridazin-7-yl)-3,4-dihydro-1H-isoquinoline-2-carboxylate FC1=CSC=2C(=NNC(C21)=O)C=2C=C1CCN(CC1=CC2)C(=O)OCC2=CC=CC=C2